[P@@](OCC1C2=CC=CC=C2C=2C=CC=CC12)(O[C@H](C)C1=[NH+]C=CC(=C1)OCCC)([O-])=S O-((9H-fluoren-9-yl)methyl) O-((R)-1-(4-propoxypyridin-1-ium-2-yl)ethyl) (R)-phosphorothioate